tetradecane-2-thiolate CC(CCCCCCCCCCCC)[S-]